1-cyclobutyl-3-methylpyrrolo[2,3-b]pyridine-5-carboxylic acid C1(CCC1)N1C=C(C=2C1=NC=C(C2)C(=O)O)C